(2S,11aR)-2-(benzyloxy)-7-fluoro-8-methyl-6-(((R)-1,1,1-trifluoropropan-2-yl)oxy)-2,3,11,11a-tetrahydro-1H,5H-benzo[f]pyrrolo[2,1-c][1,4]oxazepin-5-one C(C1=CC=CC=C1)O[C@H]1C[C@@H]2COC3=C(C(N2C1)=O)C(=C(C(=C3)C)F)O[C@@H](C(F)(F)F)C